CN1C2=C(C=3C=CC=CC13)CN(CC2)CCCCOC2=CC1=C(NC(N1)=O)C=C2 5-(4-(5-methyl-1,3,4,5-tetrahydro-2H-pyrido[4,3-b]indol-2-yl)butoxy)1,3-dihydro-2H-benzo[d]imidazol-2-one